4-((3aS,7aR)-1-acryloyloctahydro-6H-pyrrolo[2,3-c]pyridin-6-yl)-3-chloro-5,6-difluoro-2-methyl-1H-indole-7-carboxamide C(C=C)(=O)N1CC[C@H]2[C@@H]1CN(CC2)C2=C1C(=C(NC1=C(C(=C2F)F)C(=O)N)C)Cl